FC=1C(=CC=2C3=C(C=NC2C1)N(C(C31CC(C1)OC)=O)C)C=1C=C(C(=NC1)OCCNC(C)C)NS(=O)(=O)C1CC1 trans-N-(5-(7'-Fluoro-3-methoxy-3'-methyl-2'-oxo-2',3'-dihydrospiro[cyclobutane-1,1'-pyrrolo[2,3-c]quinolin]-8'-yl)-2-(2-(isopropylamino)ethoxy)pyridin-3-yl)cyclopropanesulfonamide